7-bromo-6-chloro-1,3-benzodioxol-5-amine BrC1=C(C(=CC2=C1OCO2)N)Cl